C(N)(=N)C1=CC(=C(CNC(=O)C=2N=NN(C2)CC=2N=C3N(C=C(C=C3C(=O)O)C3CC3)C2)C(=C1)C)C 2-((4-((4-carbamimidoyl-2,6-dimethylbenzyl)carbamoyl)-1H-1,2,3-triazol-1-yl)methyl)-6-cyclopropylimidazo[1,2-a]pyridine-8-carboxylic acid